ClC1=CC=C2C(=C(N(C2=C1F)C=1C=NN(C1)CCC)C#N)SC=1C(=C(C=CC1)CC(=O)O)F 2-(3-((6-chloro-2-cyano-1-(1-propyl-1H-pyrazol-4-yl)-7-fluoro-1H-indol-3-yl)thio)-2-fluorophenyl)acetic acid